CN(CCNC(OC(CCCO)CCCCCC)=O)C 1-hydroxydecan-4-yl (2-(dimethylamino)ethyl)carbamate